C(C)(CC)C(=O)C1CCC(CC1)C 4-methylcyclohexyl secbutyl ketone